3,6-bis(2-triisopropylsilylthiazol-5-yl)-2,5-dihydropyrrolo[3,4-c]pyrrole-1,4-dione C(C)(C)[Si](C=1SC(=CN1)C=1NC(C2=C(NC(C21)=O)C2=CN=C(S2)[Si](C(C)C)(C(C)C)C(C)C)=O)(C(C)C)C(C)C